2-bromo-4,10-dihydrobenzo[2,1-f]pyrazolo[5,1-c][1,4]oxazepine-8-carbonitrile BrC1=NN2C(COC3=C(C2)C=C(C=C3)C#N)=C1